(2R)-pent-4-en-2-ol C[C@H](CC=C)O